(1R,2S,5S)-N-((S)-1-(methoxy(methyl)amino)-1-oxo-3-((S)-2-oxopyrrolidin-3-yl)propan-2-yl)-6,6-dimethyl-3-(1H-pyrrolo[3,2-b]pyridine-2-carbonyl)-3-azabicyclo[3.1.0]hexane-2-carboxamide CON(C([C@H](C[C@H]1C(NCC1)=O)NC(=O)[C@@H]1[C@H]2C([C@H]2CN1C(=O)C1=CC2=NC=CC=C2N1)(C)C)=O)C